C(C)OC(=O)C=1C=NN2C1C(=CC(=C2)OC)Br ethyl-4-bromo-6-methoxypyrazolo[1,5-a]pyridine-3-carboxylate